Tert-butyl 6-(5-((1-(2,6-dioxopiperidin-3-yl)-3-methyl-2-oxo-2,3-dihydro-1H-benzo[d]imidazol-5-yl)ethynyl)pyrimidin-2-yl)-2,6-diazaspiro[3.3]heptane-2-carboxylate O=C1NC(CCC1N1C(N(C2=C1C=CC(=C2)C#CC=2C=NC(=NC2)N2CC1(CN(C1)C(=O)OC(C)(C)C)C2)C)=O)=O